COC(=O)C1=CC=C2CN(C(=NC2=C1)NCC1=NC=C(C(=C1C)OC)C)CCCCC 2-(((4-methoxy-3,5-dimethylpyridin-2-yl)methyl)amino)-3-pentyl-3,4-dihydroquinazoline-7-carboxylic acid methyl ester